FC(C=1C=C(C=C(C1)C(F)(F)F)N(C1=CC=C(C=C1)C1=CC=C(C=C1)C1=CC=C(C=C1)N(C1=CC2=CC=CC=C2C=C1)C1=CC(=CC(=C1)C(F)(F)F)C(F)(F)F)C1=CC2=CC=CC=C2C=C1)(F)F N4,N4''-bis(3,5-bis(trifluoromethyl)phenyl)-N4,N4''-di(naphthalen-2-yl)-[1,1':4',1''-terphenyl]-4,4''-diamine